1-{2-[(tert-butyldimethylsilyl)oxy]-2-methylpropyl}-2-(ethoxymethyl)-5-phenyl-1H-imidazole-4-carboxylate [Si](C)(C)(C(C)(C)C)OC(CN1C(=NC(=C1C1=CC=CC=C1)C(=O)[O-])COCC)(C)C